4-[3-(difluoromethoxy)-4-fluoro-phenyl]-5-[4-[(3S)-1-(3-fluoropropyl)pyrrolidin-3-yl]oxyphenyl]-2,3-dihydro-1-benzothiepin-8-ol FC(OC=1C=C(C=CC1F)C=1CCSC2=C(C1C1=CC=C(C=C1)O[C@@H]1CN(CC1)CCCF)C=CC(=C2)O)F